Cl.N1=CC(=CC=C1)CCC1=CC(=CN=N1)/C=N/O (E)-6-(2-(pyridin-3-yl)ethyl)pyridazine-4-carbaldehyde oxime hydrochloride